ClC1=CC(=C(O[C@H](C(=O)NOC)C)C=C1)CC(F)(F)F (2S)-2-[4-chloro-2-(trifluoroethyl)phenoxy]-N-methoxypropanamide